2-Hydroxy-5-(2-phenylethyl)benzoic acid OC1=C(C(=O)O)C=C(C=C1)CCC1=CC=CC=C1